C1(=CC(=CC=C1)C[C@H]1[C@H](CCC2=CN(N=C12)CC)NS(=O)(=O)C)C1=CC=CC=C1 |r| rac-N-{(6S,7S)-7-[([1,1'-biphenyl]-3-yl)methyl]-2-ethyl-4,5,6,7-tetrahydro-2H-indazol-6-yl}methanesulfonamide